C(CCC=C)[Si](OCC)(OCC)OCC 4-Pentenyltriethoxysilan